(Z)-2-(4-(4-chloro-1,2-diphenyl-but-1-en-1-yl)phenoxy)-N-methyl-1-ethylamine ClCC/C(=C(\C1=CC=CC=C1)/C1=CC=C(OCCNC)C=C1)/C1=CC=CC=C1